Cl.N1CCC(CC1)N1N=NC2=C1C=CC=C2 1-(4-piperidinyl)-1H-1,2,3-benzotriazole hydrochloride